F[C@H]1CN(CC[C@H]1NC1=C2C=C(N(C2=CC=C1)CC(F)(F)F)C(=O)NN)C |r| (+/-)-4-(((3S,4R)-3-fluoro-1-methylpiperidin-4-yl)amino)-1-(2,2,2-trifluoroethyl)-1H-indole-2-carbohydrazide